C1(=CC=CC=C1)C(C1=CC=CC=C1)=NC=1C=C(C(=O)OC)C=C(N1)OC methyl 2-((diphenylmethylene) amino)-6-methoxyisonicotinate